[Na].[Zn].[Ti].[Mn].[Ni] nickel manganese titanium zinc sodium